4-((1-acetylpiperidin-4-yl)methoxy)-2-amino-6-fluorobenzamide C(C)(=O)N1CCC(CC1)COC1=CC(=C(C(=O)N)C(=C1)F)N